C1(CCC1)CC1=CC=C2C(=N1)NC=C2C=2C=C(C1=C(N(C(=N1)C)C(C)C)C2)F 6-(6-(cyclobutylmethyl)-1H-pyrrolo[2,3-b]pyridin-3-yl)-4-fluoro-1-isopropyl-2-methyl-1H-benzo[d]imidazole